C(C)(=O)N1CC(CC1)(C)N1C=C2C(N=C(N=C2N[C@H](C)C2=C(C(=CC=C2)C(F)F)F)C)=C(C1=O)OC 6-(1-acetyl-3-methylpyrrolidin-3-yl)-4-(((R)-1-(3-(difluoromethyl)-2-fluorophenyl)ethyl)amino)-8-methoxy-2-methylpyrido[4,3-d]pyrimidin-7(6H)-one